FC=1C=C(C=CC1N1CCN(CC1)C1COC1)N1C(O[C@H](C1)CN(C(OC(C)(C)C)=O)C1=NOC=C1)=O tert-butyl (R)-((3-(3-fluoro-4-(4-(oxetan-3-yl)piperazin-1-yl)phenyl)-2-oxooxazolidin-5-yl)methyl)(isoxazol-3-yl)carbamate